FC1=NC(=NC(=N1)F)C 2,4-difluoro-6-methyl-1,3,5-triazine